1-[(1R)-1-[(4-butoxyphenyl)methyl]pentyl]imidazo[4,5-c]quinolin-4-amine hydrochloride Cl.C(CCC)OC1=CC=C(C=C1)C[C@@H](CCCC)N1C=NC=2C(=NC=3C=CC=CC3C21)N